BrC=1C(N(C(=CC1OCC1=NC=NC=C1F)C)C1=CC(=NC=C1C)C1=NC(=CC=C1C)C(C)(C)O)=O (M)-3-bromo-4-((5-fluoropyrimidin-4-yl)methoxy)-6''-(2-hydroxypropan-2-yl)-3'',5',6-trimethyl-2H-[1,4':2',2''-terpyridin]-2-one